ditolyl disulphide C=1(C(=CC=CC1)SSC1=C(C=CC=C1)C)C